4-(2,4,6-trifluorophenyl)-2-aminothiazole FC1=C(C(=CC(=C1)F)F)C=1N=C(SC1)N